triethylene glycol monobutyl ether maleate C(\C=C/C(=O)[O-])(=O)OCCOCCOCCOCCCC